4-(N-(4-chlorophenyl)sulfamoyl)-1-hydroxy-2-naphthoic acid ClC1=CC=C(C=C1)NS(=O)(=O)C1=CC(=C(C2=CC=CC=C12)O)C(=O)O